5-isothiocyanatothiophene N(=C=S)C1=CC=CS1